1,3-diisopropyl-1H-benzimidazolium bicarbonate C([O-])(O)=O.C(C)(C)[NH+]1CN(C2=C1C=CC=C2)C(C)C